BrC=1C(=NN(N1)C)CC=1N=C2N(C=C(C=C2)C(F)(F)F)C1 2-((5-bromo-2-methyl-2H-1,2,3-triazol-4-yl)methyl)-6-(Trifluoromethyl)imidazo[1,2-a]pyridine